1-(6-Bromoimidazo[1,2-a]pyridin-3-yl)ethan-1-one tert-butyl-(3R,4R)-4-(4-fluoro-N-methyl-anilino)-3-methoxy-piperidine-1-carboxylate C(C)(C)(C)OC(=O)N1C[C@H]([C@@H](CC1)N(C1=CC=C(C=C1)F)C)OC.BrC=1C=CC=2N(C1)C(=CN2)C(C)=O